S1S[C@@H](CC1)CCCCCOC1=NC=CC=N1 (R)-2-[5-(1,2-dithiolan-3-yl)pentan-1-yloxy]pyrimidine